(R)-2-(6-(1-benzamidoethyl)-1-(cyclopropylmethyl)-1H-pyrrolo[2,3-b]pyridin-2-yl)-5-methoxy-3-methylimidazo[1,2-a]pyridine-7-carboxylic acid C(C1=CC=CC=C1)(=O)N[C@H](C)C1=CC=C2C(=N1)N(C(=C2)C=2N=C1N(C(=CC(=C1)C(=O)O)OC)C2C)CC2CC2